N1(CCOCC1)CC1=CC=C(C=C1)CO (4-Morpholin-4-ylmethyl-phenyl)-methanol